C[C@@H]1CN(C[C@@H](O1)C)C1=C(C=CC(=N1)C1=NC2=CC(=NC=C2C=C1)CNC(=O)C=1C=CC2=C(C(=CO2)S(=O)(=O)CF)C1)OC N-((2-(6-((2R,6S)-2,6-dimethylmorpholinyl)-5-methoxypyridin-2-yl)-1,6-naphthyridin-7-yl)methyl)-3-((fluoromethyl)sulfonyl)benzofuran-5-carboxamide